OC=1C([C@@H]2O[C@@H]2C(C1C)=O)=O (1R,6S)-3-hydroxy-4-methyl-7-oxabicyclo[4.1.0]hept-3-ene-2,5-dione